OC1=C(C=CC=C1)C=1C=C2C(=NN1)NC(C1N2CCN(C1)C(=O)OC(C)(C)C)=O tert-butyl 2-(2-hydroxyphenyl)-6-oxo-5,6,6a,7,9,10-hexahydro-8H-pyrazino[1',2':4,5]pyrazino[2,3-c]pyridazine-8-carboxylate